N(C1=CC=CC=C1)C1=NC=CC=N1 monoanilinopyrimidine